rac-ethyl (1S*,2S*)-2-(4-methoxypyrimidin-2-yl)cyclopropane-1-carboxylate COC1=NC(=NC=C1)[C@@H]1[C@H](C1)C(=O)OCC |r|